CN(C1=CC=C(C=C1)C1=CC=C(C=C1)CN(C(=O)C1CCCCC1)C1=CC(=CC=C1)NCC(C)C)C N-((4'-(Dimethylamino)-[1,1'-biphenyl]-4-yl)methyl)-N-(3-(isobutylamino)phenyl)cyclohexanecarboxamide